3-(3,4-dihydroxyphenyl)-N-((1S)-3-fluoro-1-hydroxy-1-(4-(methylsulfonyl)phenyl)propan-2-yl)propanamide OC=1C=C(C=CC1O)CCC(=O)NC([C@H](C1=CC=C(C=C1)S(=O)(=O)C)O)CF